FC(C1=NC=C(C(=O)N(C)CC2=CC=C(C=C2)NC(OCC2=CC=C(C=C2)Cl)=O)C=C1)F 4-chlorobenzyl (4-((6-(difluoromethyl)-N-methylnicotinamido)meth-yl)phenyl)carbamate